C1(=CC=CC=C1)S(=O)(=O)N1C(=CC=2C1=CN=C(C2)CC(C(=O)OC(C)(C)C)(C)C)B2OC(C(O2)(C)C)(C)C tert-butyl 3-[1-(benzenesulfonyl)-2-(4,4,5,5-tetramethyl-1,3,2-dioxaborolan-2-yl)pyrrolo[2,3-c]pyridin-5-yl]-2,2-dimethyl-propanoate